3-methacrylamidophenyl-boronic acid C(C(=C)C)(=O)NC=1C=C(C=CC1)B(O)O